tert-butyl N-(2-hydroxyethyl)-N-([1,2,4]triazolo[4,3-a]pyridin-7-yl)carbamate OCCN(C(OC(C)(C)C)=O)C1=CC=2N(C=C1)C=NN2